FC=1C=CC(=C(C(=O)N(C)C(C)C)C1)N1C=C(C=2C1=CN=CC2)C2CCC(CC2)O 5-fluoro-2-(3-(4-hydroxycyclohexyl)-1H-pyrrolo[2,3-c]pyridin-1-yl)-N-isopropyl-N-methylbenzamide